C(C)(=O)OCCCC=1C=C(C2=C(C(=C(O2)C2=CC(=C(C=C2)O)OC)C)C1)OC 5-(3'-Acetoxypropyl)-2-(4'-hydroxy-3'-methoxyphenyl)-7-methoxy-3-methylbenzofuran